1-((2R,4S)-4-(4-amino-3-((2,6-difluoro-3,5-dimethoxyphenyl)ethynyl)-1H-pyrazolo[3,4-d]pyrimidin-1-yl)-2-(methoxymethyl)pyrrolidin-1-yl)prop-2-en-1-one NC1=C2C(=NC=N1)N(N=C2C#CC2=C(C(=CC(=C2F)OC)OC)F)[C@H]2C[C@@H](N(C2)C(C=C)=O)COC